ClC=1C(=C(C=C(C1)C1=CC=CC=C1)C1=CC=CC=C1)N 5'-chloro-[1,1':3',1''-terphenyl]-4'-amine